(E)-N-methyl-3-(2-(1-(naphthalen-2-yl)ethylidene)hydrazine-1-carbonyl)benzenesulfonamide CNS(=O)(=O)C1=CC(=CC=C1)C(=O)N/N=C(\C)/C1=CC2=CC=CC=C2C=C1